C(CNC1=NC(=NC(=N1)N)N)NC1=NC(=NC(=N1)N)N ETHYLENEDIMELAMINE